2-(1,4-dioxaspiro[4.5]decan-8-ylamino)-4-(isopropylamino)pyrimidine-5-carboxamide O1CCOC12CCC(CC2)NC2=NC=C(C(=N2)NC(C)C)C(=O)N